(R)-N-(1-(3-fluoro-2-methyl-4-(4,4,5,5-tetramethyl-1,3,2-dioxaborolan-2-yl)phenyl)ethyl)-3-(1-methylcyclopropyl)-1,2,4-oxadiazole-5-carboxamide FC=1C(=C(C=CC1B1OC(C(O1)(C)C)(C)C)[C@@H](C)NC(=O)C1=NC(=NO1)C1(CC1)C)C